lauryl-propyl-dimethyl-ammonium bromide [Br-].C(CCCCCCCCCCC)[N+](C)(C)CCC